CC1=C(C=CC=C1)C1=NC(=NC(=N1)C1=C(C=CC=C1)C)C1=C(C=C(C=C1)OCC(COC(C(=C)C)=O)O)O 2,4-bis(2-methylphenyl)-6-[2-hydroxy-4-(3-methacryloyloxy-2-hydroxypropyloxy)phenyl]-s-triazine